COC1=CC=C(C=C1)N1NC(=CC1C1=CC=C(C=C1)C(C)C)C=CC1=CC=C(C=C1)C(C)C 1-(4-methoxyphenyl)-3-(4-isopropylstyryl)-5-(4-isopropylphenyl)-pyrazoline